4,7-dimethoxy-5-methyl-1,3-benzodioxole COC1=C(C=C(C=2OCOC21)OC)C